Benzyl (2S,5S)-4-(2-chloro-5,6,7,8-tetrahydropyrido[3,4-d]pyrimidin-4-yl)-2-(cyanomethyl)-5-methylpiperazine-1-carboxylate ClC=1N=C(C2=C(N1)CNCC2)N2C[C@@H](N(C[C@@H]2C)C(=O)OCC2=CC=CC=C2)CC#N